8-(1-isopropyl-1H-pyrazole-5-sulfonamido)-3,4-dihydroisoquinoline-2(1H)-carboxylate C(C)(C)N1N=CC=C1S(=O)(=O)NC=1C=CC=C2CCN(CC12)C(=O)[O-]